1-(α-methylbenzyl)-2-mercaptoimidazole-5-carboxylic acid ethyl ester C(C)OC(=O)C1=CN=C(N1C(C1=CC=CC=C1)C)S